NC(CC(C)=O)COC 4-amino-5-methoxy-pentan-2-one